4,7,8,9,10,10a-hexahydro-5H-thieno[2',3':3,4]pyrido[1,2-a]pyrazine-4,4,5,5,7,7,8,8-d8 hydrochloride Cl.S1C=CC2=C1C1N(C(C(NC1)([2H])[2H])([2H])[2H])C(C2([2H])[2H])([2H])[2H]